C2-silylindole [SiH3]C=1NC2=CC=CC=C2C1